C(C)C1=CC=C2C(=C(CN(C2=N1)C=1C(=NC=CC1)C)[N+](=O)[O-])O 7-ethyl-4-hydroxy-1-(2-methylpyridin-3-yl)-3-nitro-1,8-naphthyridin